C[C@@H]1C(OB(OC(CN1C)=O)[C@H](CC(C)C)NC([C@H](CC1=CC=CC=C1)NC(=O)C1=NC=CN=C1)=O)=O N-((S)-1-(((R)-1-((R)-5,6-dimethyl-4,8-dioxo-1,3,6,2-dioxazaborocan-2-yl)-3-methylbutyl)amino)-1-oxo-3-phenylpropan-2-yl)pyrazine-2-carboxamide